Cl.COC=1C=C2C(=CC=NC2=CC1OC)OC1=CC=C(N)C=C1 4-[(6,7-dimethoxy-4-quinolyl)oxy]aniline hydrochloride